C(C1=CC=CC=C1)N1C(SC=C1C(C)C)=N 3-benzyl-4-isopropylthiazol-2(3H)-imine